BrC1=CC=C(C=C(C(=O)OCCC)C#N)C=C1 n-propyl 4-bromo-α-cyanocinnamate